2-(1-(hydroxymethyl)cyclopropyl)-5-methoxyphenol OCC1(CC1)C1=C(C=C(C=C1)OC)O